3,3-bis(2-ethoxy)-1,5-pentanediol CCOC(CCO)(CCO)OCC